(R)-7'-methyl-3',4'-dihydro-1'H-spiro[pyrrolidine-3,2'-[1,8]naphthyridine]-1-carboxylic acid tert-butyl ester C(C)(C)(C)OC(=O)N1C[C@]2(NC3=NC(=CC=C3CC2)C)CC1